Cl.N1=CC=C2N1CC(CN2)CN (4,5,6,7-tetrahydropyrazolo[1,5-a]pyrimidin-6-yl)methanamine hydrochloride